3-[2-[3-[4-[(3R,5R)-5-[(5-chloro-1-methyl-6-oxo-pyridazin-4-yl)amino]-1-methyl-3-piperidyl]benzoyl]-3,9-diazaspiro[5.5]undecan-9-yl]pyrimidin-5-yl]piperidine-2,6-dione ClC1=C(C=NN(C1=O)C)N[C@@H]1C[C@@H](CN(C1)C)C1=CC=C(C(=O)N2CCC3(CC2)CCN(CC3)C3=NC=C(C=N3)C3C(NC(CC3)=O)=O)C=C1